ClC=1C=CC(=C(NC2(CCC3([C@H](CC4=CC=CC=C34)C[C@H](COC3=CC=NC=4CCC[C@H](C34)C)C)CC2)C(=O)O)C1)F (1r,2'S,4S)-4-(5-chloro-2-fluoroanilino)-2'-[(2R)-2-methyl-3-{[(5R)-5-methyl-5,6,7,8-tetrahydroquinolin-4-yl]oxy}propyl]-2',3'-dihydrospiro[cyclohexane-1,1'-indene]-4-carboxylic acid